5-(4-fluorophenyl)-N-(quinolin-8-yl)picolinamide FC1=CC=C(C=C1)C=1C=CC(=NC1)C(=O)NC=1C=CC=C2C=CC=NC12